tert-butyl 4-(4-(2-((2-chloro-4-(trifluoromethyl)phenyl)amino)-2-oxoethyl)-5-ethyl-2-(1,4-oxazepan-4-yl)-7-oxo-4,7-dihydro-[1,2,4]triazolo[1,5-a]pyrimidin-6-yl)piperazine-1-carboxylate ClC1=C(C=CC(=C1)C(F)(F)F)NC(CN1C=2N(C(C(=C1CC)N1CCN(CC1)C(=O)OC(C)(C)C)=O)N=C(N2)N2CCOCCC2)=O